FC(C1=NN(C(=C1C(=O)O)OC1=CC(=CC=C1)S(F)(F)(F)(F)F)C)F 3-(difluoromethyl)-1-methyl-5-(3-(pentafluoro-λ6-sulfanyl)phenoxy)-1H-pyrazole-4-carboxylic acid